C(C)(C)(C)OC(=O)N([C@H]1CN(CCC1)C=1C=CC(=NC1)C1(COC1)C(=O)O)CC1CCC1 (R)-3-(5-(3-((tert-butoxycarbonyl)(cyclobutylmethyl)amino)piperidin-1-yl)pyridin-2-yl)oxetane-3-carboxylic acid